(diethyl-methyl) phenyl phosphate P(=O)(OC(CC)CC)(OC1=CC=CC=C1)[O-]